2-[4-fluoro-2,6-bis(propan-2-yl)phenyl]Acetic acid FC1=CC(=C(C(=C1)C(C)C)CC(=O)O)C(C)C